COC(N(C)C)OC 1,1-Dimethoxy-N,N-dimethylmethanamine